N-(4-(4-fluorophenyl)-5-(2-((4-(1-methylpiperidin-4-yl)phenyl)amino)pyrimidin-4-yl)thiazol-2-yl)ethanesulfonamide FC1=CC=C(C=C1)C=1N=C(SC1C1=NC(=NC=C1)NC1=CC=C(C=C1)C1CCN(CC1)C)NS(=O)(=O)CC